C(#N)C=1C=NN2C1C(=CC(=C2)OCC(C)(C)O)C=2C=CC(=NC2)N2CCC(CC2)(C)NC(C2=CN=C(C=C2)C#C)=O N-(1-(5-(3-cyano-6-(2-hydroxy-2-methylpropoxy)pyrazolo[1,5-a]pyridin-4-yl)pyridin-2-yl)-4-methylpiperidin-4-yl)-6-ethynyl-Nicotinamide